phenyl[3-(trifluoromethyl)phenyl]iodonium C1(=CC=CC=C1)[I+]C1=CC(=CC=C1)C(F)(F)F